4-(N-PROPYLAMINOCARBONYL)PHENYLBORONIC ACID C(CC)NC(=O)C1=CC=C(C=C1)B(O)O